2-Amino-4-cyanobutyric acid NC(C(=O)O)CCC#N